(S)-1-(3-(pyrrolidin-1-yl)-1,2,4-oxadiazol-5-yl)ethan-1-amine N1(CCCC1)C1=NOC(=N1)[C@H](C)N